NC1=NC=NN2C1=CC=C2[C@]2([C@@H]([C@@H]([C@H](O2)CO[P@](=O)(OC2=CC=CC=C2)NC(C(=O)[O-])C)O)O)C#N 2-(((S)-(((2R,3S,4R,5R)-5-(4-aminopyrrolo[2,1-f][1,2,4]triazin-7-yl)-5-cyano-3,4-dihydroxytetrahydrofuran-2-yl)methoxy)(phenoxy)phosphoryl)amino)propanoate